[C@H]12CN(C[C@@H]2NC1)C1=CC=C(C=C1)N1C=NC(=C1)NC=1N=CC(=NC1)C#N 5-((1-(4-((1R,5R)-3,6-Diazabicyclo[3.2.0]heptan-3-yl)phenyl)-1H-imidazol-4-yl)amino)pyrazine-2-carbonitrile